1-(2,3-dihydrobenzo[b][1,4]dioxin-6-yl)-1H-pyrrole-2,5-dione O1C2=C(OCC1)C=C(C=C2)N2C(C=CC2=O)=O